ClC1=C(COCCN(C(OC(C)(C)C)=O)C)C=CC(=C1)[N+](=O)[O-] tert-Butyl (2-((2-chloro-4-nitrobenzyl)oxy)ethyl)(methyl)carbamate